O=C1CN(C2=CC=C(C=C2N1)C1=CC=C(C#N)C=C1)C(C1=CC(=C(C(=C1)OC)OC)OC)=O 4-(3-oxo-1-(3,4,5-trimethoxybenzoyl)-1,2,3,4-tetrahydroquinoxalin-6-yl)benzonitrile